COCCOC(C(C(=O)C)=CC1=CC(=CC=C1)[N+](=O)[O-])=O 2-(3-nitrobenzylidene)acetoacetic acid-2-methoxyethyl ester